C1(CC1)C=1C(=C(C(=O)O)C(=CN1)OC1=C(C=C(C=C1)OC(F)(F)F)OC)F 2-cyclopropyl-3-fluoro-5-[2-methoxy-4-(trifluoromethoxy)phenoxy]isonicotinic acid